C[C@]1([C@H](O[C@H]([C@@H]1O)N1C=CC2=C1N=CN=C2C)COC2=CC=1N(C=C2)C(=CN1)C)O (2R,3S,4R,5R)-3-methyl-5-(4-methyl-7H-pyrrolo[2,3-d]pyrimidin-7-yl)-2-(((3-methylimidazo[1,2-a]pyridin-7-yl)oxy)methyl)tetrahydrofuran-3,4-diol